2-(4-butanoyloxybenzoyloxy)ethyl-methacrylamide C(CCC)(=O)OC1=CC=C(C(=O)OCCC=C(C(=O)N)C)C=C1